CC1=C(OC2=C(C=C(C=C2C1=O)C)C(C)NC1=C(C(=O)OC)C=CC=C1)N1CCCCC1 Methyl 2-[1-[3,6-dimethyl-4-oxo-2-(1-piperidyl)chromen-8-yl]ethylamino]benzoate